4-methoxy-N-[(1s,4s)-4-{[2-(trifluoromethyl)-1,3-benzothiazol-7-yl]amino}cyclohexyl]benzamide COC1=CC=C(C(=O)NC2CCC(CC2)NC2=CC=CC=3N=C(SC32)C(F)(F)F)C=C1